2-bromo-N-((8-(2-chloroethyl)-6-cyclopropylimidazo[1,2-a]pyridin-2-yl)-methyl)pyridin-4-amine BrC1=NC=CC(=C1)NCC=1N=C2N(C=C(C=C2CCCl)C2CC2)C1